NC1=C2N=CN(C2=NC=N1)[C@H]1[C@@H]([C@@H]([C@H](O1)C(=O)NCCCNCCC1=CC(=CC=C1)OC1=CC=CC=C1)O)O (2S,3S,4R,5R)-5-(6-amino-9H-purin-9-yl)-3,4-dihydroxy-N-(3-((3-phenoxyphenethyl)amino)propyl)tetrahydrofuran-2-carboxamide